3-Aminopropylphenyldimethoxysilan NCCC[Si](OC)(OC)C1=CC=CC=C1